C(C)(=O)OCCC(C)OC(C)=O 1,3-butylene glycol Diacetate